FC(S(=O)(=O)C=1C=C(C(=O)NCC2=NC=C3C=CC(=NC3=C2)C2=NC(=CC=C2)N2C[C@@H](O[C@@H](C2)C)C)C=CC1C)F 3-((difluoromethyl)sulfonyl)-N-((2-(6-((cis)-2,6-dimethylmorpholino)pyridin-2-yl)-1,6-naphthyridin-7-yl)methyl)-4-methylbenzamide